C(C=C)OC1=CC(=C(C=C1OCC=C)C(C)O)[N+](=O)[O-] 1-(4,5-diallyloxy-2-nitrophenyl)ethanol